methyl (S)-4-((2R,4S)-4-benzyl-1-(tert-butoxycarbonyl)pyrrolidine-2-carbonyl)morpholine-3-carboxylate C(C1=CC=CC=C1)[C@H]1C[C@@H](N(C1)C(=O)OC(C)(C)C)C(=O)N1[C@@H](COCC1)C(=O)OC